(R)-6'-hydroxy-3',4'-dihydro-1'H-spiro[cyclopentane-1,2'-naphthalene] OC=1C=C2CCC3(CC2=CC1)CCCC3